CC=1N=C2N(N=CC3=C2C(CC3C(=O)O)(C)C)C1 2,9,9-trimethyl-8,9-dihydro-7H-cyclopenta[d]imidazo[1,2-b]pyridazine-7-carboxylic acid